BrC=1C=C2C(=NC1)N(C(=C2C2=CC(=NC=C2)C(F)F)CC)S(=O)(=O)C2=CC=C(C)C=C2 5-bromo-3-(2-(difluoromethyl)pyridin-4-yl)-2-ethyl-1-tosyl-1H-pyrrolo[2,3-b]pyridine